C1(=CC=CC2=CC=CC=C12)OP1(=NP(=NP(=N1)(OC1=CC=CC2=CC=CC=C12)OC1=CC=CC2=CC=CC=C12)(OC1=CC=CC2=CC=CC=C12)OC1=CC=CC2=CC=CC=C12)OC1=CC=CC2=CC=CC=C12 hexanaphthoxycyclotriphosphazene